2-methyl-2-propanyl (1R,5S)-3-azabicyclo[3.1.0]hex-6-ylcarbamate [C@@H]12CNC[C@H]2C1NC(OC(C)(C)C)=O